(S)-(1-(o-tolyl)ethyl)phosphonic acid C1(=C(C=CC=C1)[C@H](C)P(O)(O)=O)C